C(C1=C(C(=CC(=C1)C)C(C)(C)C)O)C1=C(C(=CC(=C1)C)C(C)(C)C)O 2,2'-methylene-bis-(6-tert-butyl-4-methylphenol)